Cl.ClC[C@H]1N(CCC1)C (S)-2-(chloromethyl)-1-methylpyrrolidine hydrochloride